OC(CNC(=O)NC=1C=C2C(=C(C(=NC2=CC1)C1=CC=CC=C1)C1=CC=CC=C1)C=1OC=CN1)CC 1-(2-hydroxybutyl)-3-(4-(oxazol-2-yl)-2,3-diphenylquinolin-6-yl)urea